bromo-2-(4-(3-isopropyl-1,2,4-oxadiazol-5-yl)piperidin-1-yl)thiazolo[5,4-b]pyridine BrC1=CC=C2C(=N1)SC(=N2)N2CCC(CC2)C2=NC(=NO2)C(C)C